BrC=1C=C(C=CC1)C1(CC(C1)O)C(=O)OC trans-methyl 1-(3-bromophenyl)-3-hydroxycyclobutane-1-carboxylate